tert-butyl (2R)-2-[4-[5-(trifluoromethyl)pyrimidin-2-yl] piperazine-1-carbonyl]morpholine-4-carboxylate FC(C=1C=NC(=NC1)N1CCN(CC1)C(=O)[C@H]1CN(CCO1)C(=O)OC(C)(C)C)(F)F